NC1=NN2C(C=C(C=C2)C=2C(=NC(=C(C(=O)OC)C2)OC)C)=N1 methyl 5-(2-amino-[1,2,4]triazolo[1,5-a]pyridin-7-yl)-2-methoxy-6-methylnicotinate